1,2,4,8-naphthalenetetracarboxylic acid C=1(C(=CC(=C2C=CC=C(C12)C(=O)O)C(=O)O)C(=O)O)C(=O)O